2-((4-((5-Cyclopropyl-3-(3,5-dichloropyridin-4-yl)isoxazol-4-yl)methoxy)bicyclo[2.2.2]octan-1-yl)methoxy)-5-fluorobenzo[d]thiazol C1(CC1)C1=C(C(=NO1)C1=C(C=NC=C1Cl)Cl)COC12CCC(CC1)(CC2)COC=2SC1=C(N2)C=C(C=C1)F